methyl 3-(3-oxopropyl)azetidine-1,3-dicarboxylate O=CCCC1(CN(C1)C(=O)OC)C(=O)[O-]